FC(CN1N=NC2=C1C=C(C=C2)C2=CNC=1N=C(N=CC12)NC1CCC2(COC2)CC1)F 5-(1-(2,2-difluoroethyl)-1H-benzo[d][1,2,3]triazol-6-yl)-N-(2-oxaspiro[3.5]nonan-7-yl)-7H-pyrrolo[2,3-d]pyrimidin-2-amine